N-(1-(1H-imidazol-4-yl)ethyl)-2-(thiazol-4-yl)aniline N1C=NC(=C1)C(C)NC1=C(C=CC=C1)C=1N=CSC1